ethyl (1S,4R)-4-[[[3-(3,5-difluorophenyl)-5-methyl-2-oxo-5-oxazolidinyl]carbonyl]amino]-2-cyclopentene-1-carboxylate FC=1C=C(C=C(C1)F)N1C(OC(C1)(C)C(=O)N[C@H]1C=C[C@H](C1)C(=O)OCC)=O